OCC1CCN(CC1)C1=CC=C(N=N1)C(=O)O 6-(4-(hydroxymethyl)piperidin-1-yl)pyridazine-3-carboxylic acid